CN(C1=C(N=CC(=N1)C(=O)OC)OCC(C)C)C methyl 6-(dimethylamino)-5-(2-methylpropoxy)pyrazine-2-carboxylate